ClC=1C(=CC2=C([C@@H]([C@](O2)(C2=CC=CC=C2)CNCCCCCC2=C3CN(C(C3=CC=C2)=O)C2C(NC(CC2)=O)=O)C)C1C1=C(C(=O)N)C=CC(=C1F)OC)F 2-((2S,3S,4S)-5-chloro-2-(((5-(2-(2,6-dioxopiperidin-3-yl)-1-oxoisoindolin-4-yl)pentyl)amino)methyl)-6-fluoro-3-methyl-2-phenyl-2,3-dihydrobenzofuran-4-yl)-3-fluoro-4-methoxybenzamide